tert-butyl 2-((1,3-dimethyl-5-(4-methyl-6-(1-methyl-1H-pyrazol-4-yl)-3,4-dihydroquinoxalin-1(2H)-yl)-2-oxo-1,2-dihydroquinolin-7-yl)oxy)acetate CN1C(C(=CC2=C(C=C(C=C12)OCC(=O)OC(C)(C)C)N1CCN(C2=CC(=CC=C12)C=1C=NN(C1)C)C)C)=O